C1(=CC=CC2=CC=CC=C12)S(=O)(=O)O.C(C)C=1C=C(C(=O)NC2=CC3=NC4=C(C=CC=C4C3=CC=C2)CNCCC)C=CC1 7-(3-ethylbenzoyl)amino-4-(propyl)aminomethylcyclohepta[7,6-b]indole naphthalene-1-sulfonate